L-4-aminomethyl-N-isopropyl-phenylalanine NCC1=CC=C(C[C@H](NC(C)C)C(=O)O)C=C1